2-(methylsulfonamido)ethyl 2-(diethoxyphosphoryl)-4-oxo-4-(((S)-1-(4-(trifluoromethyl)phenyl)ethyl)amino)butanoate C(C)OP(=O)(OCC)C(C(=O)OCCNS(=O)(=O)C)CC(N[C@@H](C)C1=CC=C(C=C1)C(F)(F)F)=O